ClC1=NC(=NC(=N1)OC)P(=O)(OC=N)OC 2-chloro-4-methoxy-6-(iminodimethoxyphosphoryl)-1,3,5-triazine